(2S,3S,4S,5R,6R)-2-(4-chloro-3-(4-ethoxybenzyl) phenyl)-6-methyltetrahydro-2H-pyran-3,4,5-triacetate ClC1=C(C=C(C=C1)[C@H]1O[C@@H]([C@@H]([C@@H]([C@@H]1CC(=O)[O-])CC(=O)[O-])CC(=O)[O-])C)CC1=CC=C(C=C1)OCC